4-({2-[(aminosulfonyl)amino]ethyl}amino)-N-(3-bromo-4-fluorophenyl)-N'-hydroxy-1,2,5-oxadiazole-3-carboxamidine NS(=O)(=O)NCCNC=1C(=NON1)C(=NO)NC1=CC(=C(C=C1)F)Br